2-bromo-N-(5-(2-((cyclopropylmethyl)amino)acetamido)-2-methylpyridin-3-yl)pyrazolo[5,1-b]thiazole-7-carboxamide BrC1=CN2C(S1)=C(C=N2)C(=O)NC=2C(=NC=C(C2)NC(CNCC2CC2)=O)C